N,3-dicyclopentylpropanamide C1(CCCC1)NC(CCC1CCCC1)=O